COC1=CC=C(C(=C)C(F)(F)F)C=C1 4-methoxy-α-trifluoromethylstyrene